5-((2-((2S,6R)-2,6-Dimethylmorpholino)imidazo[2,1-b][1,3,4]thiadiazol-5-yl)ethynyl)-N-(4-((4-methylpiperazin-1-yl)methyl)-3-(trifluoromethyl)phenyl)nicotinamide C[C@@H]1O[C@@H](CN(C1)C1=NN2C(S1)=NC=C2C#CC=2C=NC=C(C(=O)NC1=CC(=C(C=C1)CN1CCN(CC1)C)C(F)(F)F)C2)C